5-(2-(dimethylamino)ethyl)-4-methylpyrimidin-2-ol CN(CCC=1C(=NC(=NC1)O)C)C